BrC1=C(C=NN(C1=O)CC)N[C@@H]1C[C@@H](CN(C1)C)C1=CC=C(C(=O)OCC)C=C1 ethyl 4-[(3R,5R)-5-[(5-bromo-1-ethyl-6-oxo-pyridazin-4-yl)amino]-1-methyl-3-piperidyl]benzoate